3',5-dipropenyl-3-[(R)-2,6-diamino-1-hexanoyl]amino-2,4'-dihydroxy-1,1'-biphenyl dihydrochloride Cl.Cl.C(=CC)C=1C=C(C=CC1O)C1=C(C(=CC(=C1)C=CC)NC([C@@H](CCCCN)N)=O)O